N-(4-fluoro-3-methylphenyl)-5-(2-(((1s,3s)-3-hydroxy-1-methylcyclobutyl)amino)-2-oxoacetyl)-1,4-dimethyl-2-(pyridin-2-yl)-1H-pyrrole-3-carboxamide FC1=C(C=C(C=C1)NC(=O)C1=C(N(C(=C1C)C(C(=O)NC1(CC(C1)O)C)=O)C)C1=NC=CC=C1)C